BrCC1CC(C1)O 3-(bromomethyl)cyclobutan-1-ol